IC1=C(C(=O)C=2C=C(NC2)C(=O)OCC)C=CC=C1 ethyl 4-(2-iodobenzoyl)-1H-pyrrole-2-carboxylate